C(C)OC(/C(=C\OCC1=CC=CC=C1)/C(F)(F)F)=O (E)-3-(benzyloxy)-2-(trifluoromethyl)acrylic acid ethyl ester